NCCCCNC(CN1C(C2=CC=CC=C2C1=O)=O)=O N-(4-aminobutyl)-2-(1,3-dioxoisoindol-2-yl)acetamide